(6R or S)-(-)-6-methyl-1,4-oxazepan-6-ol C[C@]1(CNCCOC1)O |o1:1|